1,3-diimidazoleylmethylenebenzene N1C(=NC=C1)C=C1CC(CC=C1)=CC=1NC=CN1